NC1=NC(=C2N=CN(C2=N1)[C@H]1C[C@H](C1)COP(=O)(OC1=CC=C(C=C1)Br)N[C@@H](C)C(=O)OC)Cl Methyl (((cis-3-(2-amino-6-chloro-9H-purin-9-yl) cyclobutyl) methoxy)(4-bromophenoxy) phosphoryl)-L-alaninate